N'-hydroxy-4-((1-methylpiperidin-4-yl)amino)-1-(2,2,2-trifluoroethyl)-1H-indole-2-carboximidamide ON=C(N)C=1N(C2=CC=CC(=C2C1)NC1CCN(CC1)C)CC(F)(F)F